(S)-3,4-dihydroxyl-N-(1'-benzyl-2'-hydroxyethyl)-2-methyl-pyridine chloride [Cl-].OC=1[C@@H](N(C=CC1O)C(CO)CC1=CC=CC=C1)C